N-(8-quinolinyl)-3-butenamide N1=CC=CC2=CC=CC(=C12)NC(CC=C)=O